N-((2-(1-(cyclopropylmethyl)-1H-pyrazol-3-yl)-6-(4-fluorophenyl)pyridin-3-yl)methyl)acrylamide C1(CC1)CN1N=C(C=C1)C1=NC(=CC=C1CNC(C=C)=O)C1=CC=C(C=C1)F